NC=1C=C(C(=NC1)P(C)(C)=O)C(F)(F)F (5-amino-3-(trifluoromethyl)pyridin-2-yl)dimethylphosphine oxide